3-Bromo-7-fluoro-5-methylthieno[3,2-c]pyridin-4(5H)-one BrC1=CSC2=C1C(N(C=C2F)C)=O